3-(1-oxo-4-(pent-3-yn-1-ylamino)isoindolin-2-yl)piperidine-2,6-dione O=C1N(CC2=C(C=CC=C12)NCCC#CC)C1C(NC(CC1)=O)=O